4-benzyloxy-2-chloro-6-methyl-3-(2-methylpyrazol-3-yl)pyridine C(C1=CC=CC=C1)OC1=C(C(=NC(=C1)C)Cl)C=1N(N=CC1)C